tert-butyl 3-(hydroxymethyl)-4-methoxypiperidine-1-carboxylate OCC1CN(CCC1OC)C(=O)OC(C)(C)C